2-(N-((1s,2r)-2-(3-bromo-6-fluoro-2-methylphenyl)-1-(5-oxo-4,5-dihydro-1,3,4-oxadiazol-2-yl)propyl)sulfamoyl)-5-chloro-benzamide BrC=1C(=C(C(=CC1)F)[C@H]([C@@H](C=1OC(NN1)=O)NS(=O)(=O)C1=C(C(=O)N)C=C(C=C1)Cl)C)C